CC1=C[C@@H]2[C@H](C(OC=3C=C(C=C(C23)O)CCCCC2=CC=CC=C2)=C)CC1 (6Ar,10aR)-9-methyl-6-methylidene-3-(4-phenylbutyl)-6a,7,8,10a-tetrahydrobenzo[c]chromen-1-ol